2-[6-chloro-3-(2-methyl-1,3-dioxolan-2-yl)-2-pyridyl]-5-(difluoromethyl)-1H-pyrazol-3-one ClC1=CC=C(C(=N1)N1NC(=CC1=O)C(F)F)C1(OCCO1)C